OC1=CC=C(C=C1)C(=C(CC)C1=CC=C(C=C1)O)C1=CC=C(C=C1)N1CCN(CC1)CC1=CC(=C2C(N(C(C2=C1)=O)C1C(NC(CC1)=O)=O)=O)F 6-((4-(4-(1,2-bis(4-hydroxyphenyl)but-1-en-1-yl)phenyl)piperazin-1-yl)methyl)-2-(2,6-dioxopiperidin-3-yl)-4-fluoroisoindoline-1,3-dione